4'-methoxy-5,7-dihydroxy-6,8-dimethylhydroxyflavanone COC1=CC=C(C2(OC3=C(C(=C(C(=C3C(C2)=O)O)C)O)C)O)C=C1